(3R)-1-[7-ethylsulfonyl-4-[7-fluoro-3-(methoxymethoxy)-8-(2-triisopropylsilylethynyl)-1-naphthyl]-2,5-dimethyl-pyrazolo[4,3-f]quinazolin-9-yl]-3-methyl-piperidin-3-ol C(C)S(=O)(=O)C1=NC=2C(=C(C=3C(C2C(=N1)N1C[C@@](CCC1)(O)C)=CN(N3)C)C3=CC(=CC1=CC=C(C(=C31)C#C[Si](C(C)C)(C(C)C)C(C)C)F)OCOC)C